5-(4-((4-bromopyridin-2-yl)oxy)-2-chloropyrimidin-5-yl)-2-methyloxazole BrC1=CC(=NC=C1)OC1=NC(=NC=C1C1=CN=C(O1)C)Cl